Ethyl 4-{[3-(4-{[(3R,4S)-3-fluoro-1-(propan-2-yl)piperidin-4-yl]amino}-1-(2,2,2-trifluoroethyl)-1H-indol-2-yl)prop-2-yn-1-yl]amino}-3-methoxybenzoate F[C@@H]1CN(CC[C@@H]1NC1=C2C=C(N(C2=CC=C1)CC(F)(F)F)C#CCNC1=C(C=C(C(=O)OCC)C=C1)OC)C(C)C